NCC=1C=NC(=NC1)C1=C(C=C(C#N)C=C1)OC1=NC(=NC(=C1)C)N1CCOCC1 4-[5-(aminomethyl)pyrimidin-2-yl]-3-(6-methyl-2-morpholin-4-ylpyrimidin-4-yl)oxybenzonitrile